(7-((1-ethyl-3-fluoro-1H-pyrrolo[2,3-b]pyridin-6-yl)oxy)-2-azaspiro[3.5]non-2-yl)((1s,3s)-3-hydroxy-3-methylcyclobutyl)methanone C(C)N1C=C(C=2C1=NC(=CC2)OC2CCC1(CN(C1)C(=O)C1CC(C1)(C)O)CC2)F